O=C1N(C=C(C2=CC=NC=C12)C1=CC(=C(C=O)C=C1)OC(F)(F)F)C([2H])([2H])[2H] 4-[1-oxo-2-(trideuteromethyl)-2,7-naphthyridin-4-yl]-2-(trifluoromethoxy)benzaldehyde